(S)-1'-(8-((2-amino-3-chloropyridin-4-yl)thio)-7-(fluoromethyl)imidazo[1,2-c]pyrimidin-5-yl)-1,3-dihydrospiro[indene-2,4'-piperidin]-1-amine NC1=NC=CC(=C1Cl)SC=1C=2N(C(=NC1CF)N1CCC3(CC1)[C@@H](C1=CC=CC=C1C3)N)C=CN2